CC=1C=CC(=NC1)[C@@H]1[C@H](C1)CO ((1S,2S)-2-(5-METHYLPYRIDIN-2-YL)CYCLOPROPYL)METHANOL